(2R,2'R,3R,3'R,4R,4'R,5S,5'S)-6,6'-((2-aminoethyl)azanediyl)bis(hexane-1,2,3,4,5-pentaol) NCCN(C[C@@H]([C@H]([C@@H]([C@@H](CO)O)O)O)O)C[C@@H]([C@H]([C@@H]([C@@H](CO)O)O)O)O